methyl (S)-3-(2-((tert-butoxycarbonyl)amino)-3-(hexylamino)-3-oxopropyl)-4-oxo-3,4-dihydroquinazoline-6-carboxylate C(C)(C)(C)OC(=O)N[C@@H](CN1C=NC2=CC=C(C=C2C1=O)C(=O)OC)C(=O)NCCCCCC